(R)-N-(8,9-difluoro-6-oxo-1,4,5,6-tetrahydro-2H-pyrano[3,4-c]isoquinolin-1-yl)-N-methyl-4-(trifluoromethoxy)-1H-indole-2-carboxamide FC=1C(=CC=2C3=C(NC(C2C1)=O)COC[C@@H]3N(C(=O)C=3NC1=CC=CC(=C1C3)OC(F)(F)F)C)F